Methoxy-7-methylanthraquinone COC1=CC=CC=2C(C3=CC=C(C=C3C(C12)=O)C)=O